ClC=1C=C(C=NC1N1N=CC=N1)NC(=O)C=1C=NN(C1C(F)(F)F)C1=C2C=CC(=NC2=CC=C1)C(F)F N-(5-chloro-6-(2H-1,2,3-triazol-2-yl)pyridin-3-yl)-1-(2-(difluoromethyl)quinolin-5-yl)-5-(trifluoromethyl)-1H-pyrazole-4-carboxamide